ClC1=CC(=C(C(=C1)C)C1=CC2=C(N=N1)N(CC2)[C@H]2CN(CCC2)C(=O)OC(C)(C)C)OCOC tert-Butyl (3R)-3-{3-[4-chloro-2-(methoxymethoxy)-6-methylphenyl]-5,6-dihydro-7H-pyrrolo[2,3-c]pyridazin-7-yl}piperidine-1-carboxylate